FC1=C(C=C(C2=CC=CC=C12)C1=C(C(=NC=2[C@H]3[C@H](CCC12)C3)N3CC1(CN(C1)C(C=C)=O)CC3)C#N)O (6aR,7aR)-4-(4-fluoro-3-hydroxy-1-naphthalenyl)-2-(2-(2-propenoyl)-2,6-diazaspiro[3.4]octan-6-yl)-6,6a,7,7a-tetrahydro-5H-cyclopropa[h]quinoline-3-carbonitrile